ruthenium cesium [Cs].[Ru]